FC1=C(C=CC(=C1O)F)C1=CC=C(S1)C(=O)C1=CC(=C(C=C1)F)O (5-(2,4-difluoro-3-hydroxyphenyl)thiophen-2-yl)(4-fluoro-3-hydroxyphenyl)methanone